trans-4-((4-([1,1'-biphenyl]-3-yl)-5-fluoropyrimidin-2-yl)amino)cyclohexyl (4-nitrophenyl) carbonate C(O[C@@H]1CC[C@H](CC1)NC1=NC=C(C(=N1)C=1C=C(C=CC1)C1=CC=CC=C1)F)(OC1=CC=C(C=C1)[N+](=O)[O-])=O